CN(C=1C=C(C(=O)N(C)OC)C=C(C1)N(C)C)C 3,5-bis(dimethylamino)-N-methoxy-N-methylbenzamide